CN(C1=CC=C(C(=O)NC2CCC(CC2)NC2=CC(=NC3=CC=C(C=C23)Cl)C(F)(F)F)C=C1)C 4-(dimethylamino)-N-[(1s,4s)-4-{[6-chloro-2-(trifluoromethyl)quinolin-4-yl]amino}cyclohexyl]benzamide